C(#N)C(COOCC)NC(C1=CC(=CC(=C1)F)F)=O N-(1-cyano-2-ethylperoxyethyl)-3,5-difluorobenzamide